NC=1C(=C(C=C2C=C(N=CC12)NC(OC1CN(C(C1)=O)C(C)C)=O)C1=C(C2=C(OCCN2)N=C1)C)F 1-Isopropyl-5-oxopyrrolidin-3-yl (8-amino-7-fluoro-6-(8-methyl-2,3-dihydro-1H-pyrido[2,3-b][1,4]oxazin-7-yl)isoquinolin-3-yl)carbamate